C1(=CC=CC=C1)C=1C(=C(C(=C(C1)C1=CC=CC=C1)C1=NN=NC(=C1C1=CC=CC=C1)C1=CC=CC=C1)C1=CC=CC=2[Se]C3=C(C21)C=CC=C3)C3=CC=CC=C3 Diphenyldibenzoselenophenyl(diphenyltriazinyl)biphenyl